COC1=C(CN2C=CC=3N=C(N=C(C32)NCCCCC)N)C=CC(=C1)CN1CC(C1)NC 5-(2-methoxy-4-((3-(methylamino)azetidin-1-yl)methyl)benzyl)-N4-pentyl-5H-pyrrolo[3,2-d]pyrimidine-2,4-diamine